NC1=NC=CC(=C1Cl)SC=1C=2N(C(=NC1)N1CCC3([C@@H]([C@@H](OC3)C)N)CC1)C=CN2 (3S,4S)-8-{8-[(2-amino-3-chloropyridin-4-yl)sulfanyl]imidazo[1,2-c]pyrimidin-5-yl}-3-methyl-2-oxa-8-azaspiro[4.5]decan-4-amine